2,2'-Azobis(2,4-dimethyl)valeronitrile CC(C)CC(C)(C#N)N=NC(C)(CC(C)C)C#N